C(C)(C)(C)OC(=O)N1[C@@H](CN([C@H](C1)C)C=1C2=C(N=CN1)N(C=C2N2CC1(COC1)C2)C2=NC=CC(=C2)C(N)=O)C (2R,5S)-4-(7-(4-carbamoyl-pyridin-2-yl)-5-(2-oxa-6-azaspiro[3.3]hept-6-yl)-7H-pyrrolo[2,3-d]pyrimidin-4-yl)-2,5-dimethylpiperazine-1-carboxylic acid tert-butyl ester